4-{[(6-Fluoropyrid-3-yl)methyl](2,2-difluoroethyl)amino}furan-2(5H)-one FC1=CC=C(C=N1)CN(C1=CC(OC1)=O)CC(F)F